Methyl (1s,4s)-4-((6-((4-(methylsulfonyl)phenyl)amino)-1H-pyrazolo[3,4-d]pyrimidin-1-yl)methyl)cyclohexane-1-carboxylate CS(=O)(=O)C1=CC=C(C=C1)NC1=NC=C2C(=N1)N(N=C2)CC2CCC(CC2)C(=O)OC